4-[({4-[(2-hydroxyethyl)amino]adamantan-1-yl}methyl)amino]-2-({[2-(trifluoromethoxy)phenyl]methyl}amino)pyrimidine-5-carbonitrile OCCNC1C2CC3(CC(CC1C3)C2)CNC2=NC(=NC=C2C#N)NCC2=C(C=CC=C2)OC(F)(F)F